COC(CC1=NC=C(C=C1OC)[N+](=O)[O-])=O (3-methoxy-5-nitropyridin-2-yl)acetic acid methyl ester